N1(CCCC1)C1=CC=C(C=C1)NC=1N=C(C2=C(N1)NC=C2)N[C@H]2CN(CCC2)C(C=C)=O (R)-1-(3-(2-(4-(pyrrolidin-1-yl)phenylamino)-7H-pyrrolo[2,3-d]pyrimidin-4-ylamino)piperidin-1-yl)prop-2-en-1-one